(2,4-diaminopteridin-6-yl)methanol NC1=NC2=NC=C(N=C2C(=N1)N)CO